2-isocyanatomethyl-3-(2-isocyanatopropyl)-6-isocyanatomethyl-bicyclo[2.2.1]-heptane N(=C=O)CC1C2C(CC(C1CC(C)N=C=O)C2)CN=C=O